N'''-octaphenyldibenzo[g,p]chrysen-2,7,10,15-tetraamine C1(=CC=CC2=CC3=CC4=CC=C5C=C6C=C7C=C8C=CC=CC8=CC7=CC6=CC5=C4C=C3C=C12)NC1=CC=C2C3=C(C=4C=5C=C(C=CC5C5=C(C4C2=C1)C=C(C=C5)N)N)C=C(C=C3)N